NC1=C(C=C(C(=O)C2=CC=C3C(=CC=CN23)C2=C(C=C3C=CN(CC3=C2)C)C(F)(F)F)C=C1F)F 7-(3-(4-amino-3,5-difluorobenzoyl)indolizin-8-yl)-2-methyl-6-(trifluoromethyl)isoquinolin